N=1N(N=C2C1C=CC=C2)C2=C(C(=CC(=C2C)C(C)(C)C2=CC=CC=C2)N2C(C=1C(C2=O)=CC=CC1)=O)O 2-(2H-benzotriazol-2-yl)-6-phthalimido-methyl-4-cumylphenol